3,5-Bis(3,4-dihydroxybenzylidene)tetrahydro-4H-thiopyran-4-one OC=1C=C(C=C2CSCC(C2=O)=CC2=CC(=C(C=C2)O)O)C=CC1O